ethyl 2-amino-4-(pyrazin-2-yl)butanoate NC(C(=O)OCC)CCC1=NC=CN=C1